2-(1-isopropyl-5-methyl-4-oxo-4,5-dihydro-3H-pyridazino[4,5-b]indol-3-yl)acetic acid C(C)(C)C1=NN(C(C=2N(C=3C=CC=CC3C21)C)=O)CC(=O)O